C1=CC=CC=2C3=CC=CC=C3C(C12)COC(=O)N1C[C@@](O[C@H](C1)N1C(N=C(C=C1)NC(C1=CC=CC=C1)=O)=O)(CO[Si](C(C)C)(C(C)C)C(C)C)CO (2S,6R)-6-(4-benzoylamino-2-oxo-pyrimidin-1-yl)-2-(hydroxymethyl)-2-(triisopropylsilyloxymethyl)morpholine-4-carboxylic acid 9H-fluoren-9-ylmethyl ester